CC1=C(C=CC=C1)C=C1C=C(CC(=C1)C(C)(C)C)C(C)(C)C 4-(2-methylphenyl)methylene-2,6-di-tert-butyl-2,5-cyclohexadiene